(E)-4-methoxybut-3-en-2-one Di(n-propyl)thiosulfate C(CC)OS(=S)(=O)OCCC.CO/C=C/C(C)=O